2-hydroxy-1-(4-(4-(2-hydroxy-2-methylpropanoyl)benzyl)phenyl)-2-methylpropan-1-one OC(C(=O)C1=CC=C(C=C1)CC1=CC=C(C=C1)C(C(C)(C)O)=O)(C)C